FC1=C(OC2=C(C=C(C=C2)S(=O)(=O)CC)C2=CN(C(C3=C2N=CN=C3)=O)C)C=CC(=C1)F 8-[2-(2,4-difluorophenoxy)-5-ethylsulfonylphenyl]-6-methylpyrido[4,3-d]pyrimidin-5-one